ClC1=NC=C(C(=C1)NC1CCC(CC1)NCC(F)F)C1=NN(C=C1)C(F)F (1s,4s)-N1-(2-chloro-5-(1-(difluoromethyl)-1H-pyrazol-3-yl)pyridin-4-yl)-N4-(2,2-difluoroethyl)cyclohexane-1,4-diamine